N1C(C(C2=CC=CC=C12)=O)=C1C(NC2=CC=CC=C12)=O 1H,1'H-[2,3]biindolylidene-3,2'-dione